N,N-dimethyl-2-(3-(3-(2-(1,3,5-trimethyl-1H-pyrazol-4-yl)ethoxy)pyridin-2-yl)phenoxy)-ethan-1-amine CN(CCOC1=CC(=CC=C1)C1=NC=CC=C1OCCC=1C(=NN(C1C)C)C)C